[N-]=C=O.[N-]=C=O.C1(=CC=CC=C1)C=1C(=C(C(=CC1)C)C)C1=CC=CC=C1 diphenylxylene diisocyanate